8-((2-oxaspiro[3.3]heptan-6-yl)amino)pentadecanedioic acid C1OCC12CC(C2)NC(CCCCCCC(=O)O)CCCCCCC(=O)O